(S)-methyl 2-((2-((2,2'-dichloro-3'-(pyrido[3,4-b]pyrazin-5-ylamino)-[1,1'-biphenyl]-3-yl)carbamoyl)-4,5,6,7-tetrahydropyrazolo[1,5-a]pyridin-4-yl)amino)-2-methylpropanoate ClC1=C(C=CC=C1NC(=O)C1=NN2C([C@H](CCC2)NC(C(=O)OC)(C)C)=C1)C1=C(C(=CC=C1)NC1=NC=CC=2C1=NC=CN2)Cl